CN1C=CC=2C1=CN=CC2 1-methyl-1H-pyrrolo[2,3-c]pyridine